(3-acetyl-2-methyl-5-(pyridin-2-yl)-1H-indol-7-yl)carbamic acid ethyl ester C(C)OC(NC=1C=C(C=C2C(=C(NC12)C)C(C)=O)C1=NC=CC=C1)=O